tert-butyl ((5-(2-((6-methoxy-2-methylquinazolin-4-yl)thio)acetyl)thiophen-2-yl)methyl)carbamate COC=1C=C2C(=NC(=NC2=CC1)C)SCC(=O)C1=CC=C(S1)CNC(OC(C)(C)C)=O